C(C)(C)(C)OC(=O)N[C@H](C)C1=CC(=C(C(=O)OC)C=C1)CO methyl (R)-4-(1-((tert-butoxycarbonyl)amino)ethyl)-2-(hydroxymethyl)-benzoate